BrC=1C=C2C=NC(=NC2=C(C1)O[C@@H]1CC[C@@H](CC1)O[Si](C)(C)C(C)(C)C)Cl 6-bromo-8-((cis-4-((tert-butyldimethylsilyl)oxy)cyclohexyl)oxy)-2-chloroquinazoline